ClC1=CC=C(C=C1)[C@H](C)N1CCCCC1 (R)-N-((S)-1-(4-chlorophenyl)ethyl)piperidine